tert-butyl 4-(methanesulfonyloxy)-2,2-dimethylpiperidine-1-carboxylate CS(=O)(=O)OC1CC(N(CC1)C(=O)OC(C)(C)C)(C)C